6-(tert-butyl)-2,3,4-triphenylpyridine C(C)(C)(C)C1=CC(=C(C(=N1)C1=CC=CC=C1)C1=CC=CC=C1)C1=CC=CC=C1